N-[[2-[4-[(5-cyclopentyl-1H-pyrazol-3-yl)amino]pyrimidin-2-yl]-2-azabicyclo[2.1.1]hex-4-yl]methyl]-2,2-difluoro-propionamide C1(CCCC1)C1=CC(=NN1)NC1=NC(=NC=C1)N1C2CC(C1)(C2)CNC(C(C)(F)F)=O